NC=1C=2N(C=CN1)C(=NC2C2=CC=C(C=C2)C(C(F)(F)F)(C2=CC=CC=C2)O)[C@H]2CN1C(CC[C@@H]1CC2)=O (6R,8aS)-6-{8-amino-1-[4-(2,2,2-trifluoro-1-hydroxy-1-phenylethyl)phenyl]imidazo[1,5-a]pyrazin-3-yl}hexahydroindolizin-3(2H)-one